FC1=NN(C=C1C1=CC(=C(C(=O)N)C=C1)OC)C1=CC(=CC=C1)N(C(C=C)=O)CCOC 4-(3-fluoro-1-(3-(N-(2-methoxyethyl)acrylamido)phenyl)-1H-pyrazol-4-yl)-2-methoxybenzamide